C(C)(C)(C)OC([C@H](CCC(=O)NCCCC[C@@H](C(=O)O)NC(=O)OCC1C2=CC=CC=C2C=2C=CC=CC12)NC(CCCCCCCCCCCCCCC)=O)=O (2S)-6-[[(4S)-5-tert-butoxy-4-(hexadecanoylamino)-5-oxo-pentanoyl]amino]-2-(9H-fluoren-9-ylmethoxycarbonylamino)hexanoic acid